phenylboronic acid diformate C(=O)O.C(=O)O.C1(=CC=CC=C1)B(O)O